N-((5-phenyl-1,3,4-thiadiazol-2-yl)methyl)-1-(tetrahydro-2H-pyran-3-yl)-1H-1,2,3-triazole-4-carboxamide C1(=CC=CC=C1)C1=NN=C(S1)CNC(=O)C=1N=NN(C1)C1COCCC1